methyl 2-(2-bromo-1,3-thiazol-5-yl)acetate BrC=1SC(=CN1)CC(=O)OC